C12(COCC2C1)CO 3-oxabicyclo[3.1.0]hexan-1-ylmethanol